C(=O)(O)C=1C=C(C=C(C1)C(=O)O)C1=C2NC(=C1)C=C1C=CC(=N1)C=C1C=CC(N1)=CC=1C=CC(N1)=C2 (3,5-dicarboxyphenyl)porphyrin